OC1=CC=C(C2=COC3=CC(=C(C=C3C2=O)OC)C(CCO)=O)C=C1 4'-hydroxy-7-(3-hydroxypropionyl)-6-methoxy-isoflavone